[C@@H]12[C@H](C[C@@H](CC1)N2)NC=2N=C(C1=C(N2)N=C(C=C1C)C)NC N2-[(1S,2S,4R)-7-azabicyclo[2.2.1]heptan-2-yl]-N4,5,7-trimethylpyrido[2,3-d]pyrimidine-2,4-diamine